4-((3,3-difluoropropyl)(4-(5,6,7,8-tetrahydro-1,8-naphthyridin-2-yl)butyl)amino)-2-((5-(trifluoromethyl)pyrimidin-2-yl)amino)butanoic acid FC(CCN(CCC(C(=O)O)NC1=NC=C(C=N1)C(F)(F)F)CCCCC1=NC=2NCCCC2C=C1)F